[Si](C1=CC=CC=C1)(C1=CC=CC=C1)(C(C)(C)C)OC1C(COC1)N1CCN(CC1)C=1C(=CC2=C(N=C(N=C2)Cl)N1)Cl 7-(4-(4-((tert-butyldiphenylsilyl)oxy)tetrahydrofuran-3-yl)piperazin-1-yl)-2,6-dichloropyrido[2,3-d]pyrimidine